(2R,3S,4R)-2-(hydroxymethyl)-5-methoxytetrahydrofuran-3,4-diol OC[C@H]1OC([C@@H]([C@@H]1O)O)OC